(R)-2-methyl-N-((R)-6-methyl-9-p-toluenesulfonyl-2,3,4,9-tetrahydro-1H-carbazol-4-yl)propane-2-sulfinamide CC(C)(C)[S@@](=O)N[C@@H]1CCCC=2N(C3=CC=C(C=C3C12)C)S(=O)(=O)C1=CC=C(C)C=C1